NC[C@@H](C(=O)O)CC1=CC=C(C=C1)C(F)(F)F (S)-3-amino-2-(4-trifluoromethylbenzyl)propionic acid